pyrido[4',3':3,4]pyrazolo[1,5-a][1,4]diazepin C1=NC=CC=2NN3C(=CN=CC=C3)C21